C1(=CC=C(C=C1)N(C1=CC(=CC=C1)N(C1=CC=C(C=C1)C=1C=C2C3=C(N(C2=CC1)C1=CC=CC=C1)N=CC=C3)C3=CC=CC=C3)C3=CC=C(C=C3)C3=CC=1C2=C(N(C1C=C3)C3=CC=CC=C3)C=CC=N2)C2=CC=CC=C2 N1-([1,1'-biphenyl]-4-yl)-N3-phenyl-N1-(4-(5-phenyl-5H-pyrido[3,2-b]indol-8-yl)phenyl)-N3-(4-(9-phenyl-9H-pyrido[2,3-b]indol-6-yl)phenyl)benzene-1,3-diamine